C(C)(C)(C)OC(=O)N[C@H](C(=O)OC)CNCC(F)(F)F methyl (2S)-2-(tert-butoxycarbonylamino)-3-(2,2,2-trifluoroethylamino)propanoate